C(C)(C)(C)C1=CC=C(C=C1)N1NC(=CC1C=CC1=CC(=C(C=C1)OC)OC)C=CC1=CC(=C(C=C1)OC)OC 1-(4-tert-butylphenyl)-3-(3,4-dimethoxystyryl)-5-(3,4-dimethoxystyryl)-pyrazoline